4,4'-methylenebisphenol diundecanoate C(CCCCCCCCCC)(=O)O.C(CCCCCCCCCC)(=O)O.C(C1=CC=C(C=C1)O)C1=CC=C(C=C1)O